CC1CC=2C(=NC=CC2)N1 2-methyl-2,3-dihydro-1H-pyrrolo[2,3-b]pyridine